C(C1CO1)C1=CC2=CC(=C(C=C2C=C1CC1CO1)CC1CO1)CC1CO1 2,3,6,7-tetra(2,3-epoxypropyl)naphthalene